N[C@@H]1CN(CC[C@H]1F)C1=NC2=C(N1CC1=NC=C(C#N)C=C1)C=CC=C2Cl 6-((2-((3R,4R)-3-amino-4-fluoropiperidin-1-yl)-4-chloro-1H-benzo[d]imidazol-1-yl)methyl)nicotinonitrile